N1C=NC2=C1C=CC(=C2)NC(C#N)C2=C(C(=C(C=C2)C2=CSC(=C2)COC)F)F (1H-benzimidazol-5-ylamino){2,3-difluoro-4-[5-(methoxymethyl)thiophen-3-yl]phenyl}acetonitrile